3-((6-chloro-2-cyclopropyl-1-(1-propyl-1H-pyrazol-4-yl)-1H-indol-3-yl)thio)benzoic acid ClC1=CC=C2C(=C(N(C2=C1)C=1C=NN(C1)CCC)C1CC1)SC=1C=C(C(=O)O)C=CC1